C(C)(C)(C)OC(NCCCCCC1CN(C(C1)=O)C1=CC=C(C=C1)N)=O (5-(1-(4-aminophenyl)-5-oxopyrrolidin-3-yl)pentyl)carbamic acid tert-butyl ester